4-(1,3-dioxolan-2-yl)-N-(11-hydroxyundecyl)benzamide (R)-4-oxopiperidine-1,2-dicarboxylate O=C1C[C@@H](N(CC1)C(=O)O)C(=O)O.O1C(OCC1)C1=CC=C(C(=O)NCCCCCCCCCCCO)C=C1